O1C(OCC1)C=1C=CC(=NC1)C1=C(C(=CC(=C1)F)[N+](=O)[O-])OC 5-(1,3-Dioxolan-2-yl)-2-(5-fluoro-2-methoxy-3-nitrophenyl)pyridine